CC1(C(NC2=CC(=CC=C12)C#CC1=C2C=C(N=CC2=CC=N1)C1=C(C=CC=C1)S(=O)(N)=N)=O)C (5-((3,3-dimethyl-2-oxoindolin-6-yl)ethynyl)-2,6-naphthyridin-3-yl)benzenesulfonimidamide